tert-butyl (1S,4S)-5-[5-cyano-4-[(E)-dimethylaminomethyleneamino]-2-fluoro-phenyl]-2,5-diazabicyclo[2.2.1]heptane-2-carboxylate C(#N)C=1C(=CC(=C(C1)N1[C@@H]2CN([C@H](C1)C2)C(=O)OC(C)(C)C)F)/N=C/N(C)C